COC1(CC=C(C(C2=CC=CC=C2)(C2=CC=CC=C2)[C@@]2([C@H](O)[C@H](O)[C@@H](CO)O2)N2C(=O)NC(=O)C=C2)C=C1)OC (4',4'-dimethoxytrityl)uridine